FC=1C=C(C=C2C(C(N(C12)C=1C=NC=C(C1)OC(F)(F)F)=O)(C)C)C(=O)N[C@](CS(=O)=O)(CC)C 7-fluoro-3,3-dimethyl-N-[(3S)-3-methyl-1,1-dioxo-thia-pent-3-yl]-2-oxo-1-[5-(trifluoromethoxy)-3-pyridinyl]indoline-5-carboxamide